C(C)(C)(C)N1C(=CC(=C1)Br)C 1-tert-Butyl-2-methyl-4-bromopyrrole